N-((1-aminocyclobutyl)methyl)-4-(3-methyl-1H-pyrrolo[2,3-b]pyridin-4-yl)-3,4-dihydro-2H-1,4-thiazine-6-carboxamide hydrochloride Cl.NC1(CCC1)CNC(=O)C1=CN(CCS1)C1=C2C(=NC=C1)NC=C2C